C(C)/C(/C(=O)OCC)=C(\CC\C=C(\CC\C=C(\CCC=C(C)C)/C)/C)/C ethyl (2E,6E,10E)-2-ethyl-3,7,11,15-tetramethylhexadeca-2,6,10,14-tetraenoate